N-(6-chloro-3-hydroxy-2-methylphenyl)-4-methoxy-2-((3-methyl-4-(1-methylpiperidin-4-yl)phenyl)amino)pyrimidine-5-carboxamide ClC1=CC=C(C(=C1NC(=O)C=1C(=NC(=NC1)NC1=CC(=C(C=C1)C1CCN(CC1)C)C)OC)C)O